1-(3-(((4,4-bis(octyloxy)butanoyl)oxy)methyl)-5-(hydroxymethyl)benzyl) 9-decyl nonanedioate C(CCCCCCCC(=O)OCCCCCCCCCC)(=O)OCC1=CC(=CC(=C1)CO)COC(CCC(OCCCCCCCC)OCCCCCCCC)=O